CC1(OB(OC1(C)C)C1=CC=C(C=C1)C=1CCN(CC1)C(=O)OC(C)(C)C)C tert-butyl 4-(4-(4,4,5,5-tetramethyl-1,3,2-dioxaborolan-2-yl) phenyl)-3,6-dihydropyridine-1(2H)-carboxylate